ClC(=O)N1C[C@H](N(CC1)C(=O)OC(C)(C)C)C tert-butyl (R)-4-(chlorocarbonyl)-2-methylpiperazine-1-carboxylate